[Ir-3](F)(F)(F)(F)(F)F.FC=1C(=CC(=C(C(=O)NC2COC2)C1)O[C@H](C(F)(F)F)C)N1N=C2N(CCCC2)C1=O 5-fluoro-N-(oxetan-3-yl)-4-(3-oxo-5,6,7,8-tetrahydro[1,2,4]triazolo[4,3-a]pyridin-2(3H)-yl)-2-{[(2S)-1,1,1-trifluoropropan-2-yl]oxy}benzamide iridium (III) hexafluoride